CC1([C@@H](N2C(C[C@H]2S1(=O)=O)=O)C(=O)OCC\C=C/CC)C (Z)-hex-3-enyl (2S,5R)-3,3-dimethyl-7-oxo-4-thia-1-azabicyclo[3.2.0]heptane-2-carboxylate 4,4-dioxide